ClC1=NC=CC=2C=3C(C(NC12)(C)C)=NN(N3)C 6-chloro-2,4,4-trimethyl-4,5-dihydro-2H-[1,2,3]triazolo[4,5-c][1,7]naphthyridine